[2-[[(1S)-2-[(1S,2S)-2-(2,6-dimethylphenyl)-1-methyl-propoxy]-1-methyl-2-oxo-ethyl]carbamoyl]-4-methoxy-3-pyridyl] 2-methylpropanoate CC(C(=O)OC=1C(=NC=CC1OC)C(N[C@H](C(=O)O[C@H]([C@@H](C)C1=C(C=CC=C1C)C)C)C)=O)C